C(C1=CC=CC=C1)N1C[C@H](N(C[C@H]1CO)C(=O)OC(C)(C)C)C tert-Butyl (2R,5S)-4-benzyl-5-(hydroxymethyl)-2-methylpiperazine-1-carboxylate